NC1=NC=NN2C1=C(C=C2C=2CN(CC2)C(C)=O)N2CC(CCC2)N 1-(3-(4-amino-5-(3-aminopiperidin-1-yl)pyrrolo[2,1-f][1,2,4]triazin-7-yl)-2,5-dihydro-1H-pyrrol-1-yl)ethan-1-one